C(C1(C(C(=CC=C1)C(C)(C)C)O)C(C)(C)C)C1(C(C(=CC=C1)C(C)(C)C)O)C(C)(C)C 2,2'-methylenebis(2,6-di-t-butylphenol)